C(C)N(C(OC(C)(C)C)=O)C1C(CNCC1)C tert-butyl N-ethyl-N-(3-methyl-4-piperidyl)carbamate